NC=1N=NC(=CC1N1C[C@@H](O[C@@H](C1)C)C1=C(C=C(C(=O)N2CCC(CC2)CN2CCC(CC2)N2C=CC3=C(C=CC=C23)N2CNCC=C2)C=C1)C)C1=C(C=CC=C1)O 1-(1-(1-((1-(4-((2S,6R)-4-(3-Amino-6-(2-hydroxyphenyl)pyridazin-4-yl)-6-methylmorpholin-2-yl)-3-methylbenzoyl)piperidin-4-yl)methyl)piperidin-4-yl)-1H-indol-4-yl)dihydropyrimidine